2-pyrrolidinyl-N,N-bis(2-hydroxyethyl)ethylamine N1(CCCC1)CCN(CCO)CCO